morpholinoethylaminopropyltrimethoxysilane O1CCN(CC1)CCNCCC[Si](OC)(OC)OC